(4-methyl-piperazin-1-yl)-methanone CN1CCN(CC1)C=O